BrC=1C=CC=C2C(=C(C(=NC12)C(F)(F)F)C(=O)O)O 8-bromo-4-hydroxy-2-(trifluoromethyl)quinoline-3-carboxylic acid